CS(=O)(=O)OCCOCCOCCO triethylene glycol methanesulfonate